(R)-2-((1-(2-cyano-3-(4-(3-cyano-2-methylphenyl)piperazin-1-yl)-7-methylquinoxalin-5-yl)ethyl)amino)benzoic acid C(#N)C1=NC2=CC(=CC(=C2N=C1N1CCN(CC1)C1=C(C(=CC=C1)C#N)C)[C@@H](C)NC1=C(C(=O)O)C=CC=C1)C